ClC1=NC(=NC(=N1)C1=CC=CC=2OC3=C(C21)C=CC=C3)C3=CC=CC=C3 2-chloro-4-(dibenzofuran-1-yl)-6-phenyl-1,3,5-triazine